(R)-N-((4,6-dimethyl-2-oxo-1,2-dihydropyridin-3-yl)methyl)-5-(ethyl-(tetrahydro-2H-pyran-4-yl)amino)-4'-(3-fluoropyrrolidin-1-ylmethyl)-4-methyl-[1,1'-biphenyl]-3-carboxamide CC1=C(C(NC(=C1)C)=O)CNC(=O)C=1C=C(C=C(C1C)N(C1CCOCC1)CC)C1=CC=C(C=C1)CN1C[C@@H](CC1)F